2,2'-diiodobiphenyl IC1=C(C=CC=C1)C1=C(C=CC=C1)I